(3S,4S) and (3R,4R)-3-(2,3-dihydro-1,4-benzodioxin-6-yl)-1-oxo-2-[4-(1H-pyrazol-5-yl)phenyl]-1,2,3,4-tetrahydroisoquinoline-4-carboxylic acid O1CCOC2=C1C=CC(=C2)[C@H]2N(C(C1=CC=CC=C1[C@@H]2C(=O)O)=O)C2=CC=C(C=C2)C2=CC=NN2 |r|